N1N(CN=C1)O 1H-1,2,4-triazol-2-ol